(9aR)-8-(2-(5-Isopropoxypyridin-2-yl)propyl)-9-oxooctahydro-2H-pyrazino[1,2-a]pyrazin C(C)(C)OC=1C=CC(=NC1)C(CN1C([C@@H]2N(CCNC2)CC1)=O)C